FC=1C=C(C=C(C1)F)C=1C(=NN2C1C=C(C=C2)C(F)(F)F)NC(CC(C)(C)O)=O N-(3-(3,5-difluorophenyl)-5-(trifluoromethyl)pyrazolo[1,5-a]pyridin-2-yl)-3-hydroxy-3-methylbutanamide